C1(CC1)C=1C(=C(C=C(C1)N1C[C@H](OCC1)C)N1C(C(=C(C=C1)F)CC=1C=NN(C1)CC)=O)F 1-(3-cyclopropyl-2-fluoro-5-[(2R)-2-methylmorpholin-4-yl]phenyl)-3-[(1-ethyl-1H-pyrazol-4-yl)methyl]-4-fluoropyridin-2(1H)-one